Cl.COC(=O)C=1C=CC2=C(C=CO2)C1 benzofuran-5-carboxylic acid methyl ester hydrochloride